N[C@@]1([C@@H](CC1)C)C1=CC=C(C=N1)C1=CC2=C(N=C3N2[C@H]2C4=C(C(N([C@@H]3C2)C([2H])([2H])[2H])=O)C=CC=C4C#C)C=C1 (7R,14R)-11-(6-((1S,2R)-1-amino-2-methylcyclobutyl)pyridin-3-yl)-1-ethynyl-6-(methyl-d3)-6,7-dihydro-7,14-methanobenzo[f]benzo[4,5]imidazo[1,2-a][1,4]diazocin-5(14H)-one